NCCN[C@@H]1C[C@](NC1)(C(=O)O)CCCCB(O)O (2S,4R)-4-(2-aminoethylamino)-2-(4-boronobutyl)pyrrolidine-2-carboxylic acid